C[C@H]1CN(C[C@@H](N1)C)C1=CC(=CC2=C1N(C(N2C=2SC(=NN2)C(F)F)=O)CC)S(=O)(=O)NC2(COC2)C {7-[(3S,5S)-3,5-dimethyl-1-piperazinyl]-3-[5-(difluoromethyl)-1,3,4-thiadiazol-2-yl]-1-ethyl-2-oxo-1,3-dihydro-1,3-benzimidazol-5-ylsulfonyl}(3-methyl-3-oxetanyl)amine